NC1=NC(=NC(=C1)N)C=1N=C(SC1)N 4-(4,6-diaminopyrimidin-2-yl)thiazol-2-amine